FC(CN1C=NC(=C1C=1C=CC=2N(N1)C(=CN2)C(=O)NN)C2=CC=C(C=C2)F)F 6-(1-(2,2-difluoroethyl)-4-(4-fluoro-phenyl)-1H-imidazol-5-yl)imidazo[1,2-b]pyridazine-3-carbohydrazide